(1S,3S)-3-((6-(1-Methyl-5-(((((R)-1-phenylethoxy)carbonyl)amino)methyl)-1H-pyrazol-4-yl)pyridin-3-yl)oxy)cyclohexan CN1N=CC(=C1CNC(=O)O[C@@H](C)C1=CC=CC=C1)C1=CC=C(C=N1)OC1CCCCC1